3-hydroxypyridone OC=1C(NC=CC1)=O